1-(3-hydroxypropyl)-3-(4-(2-(4-methoxyphenyl)-propan-2-yl)thiazol-2-yl)-urea OCCCNC(=O)NC=1SC=C(N1)C(C)(C)C1=CC=C(C=C1)OC